C(C=C)(=O)N1C[C@@H](CCC1)NC(=O)C1=C(C=2C(=NC=CC2NC2=CC(=CC=C2)OC2CCC2)S1)N (R)-N-(1-acryloylpiperidin-3-yl)-3-amino-4-((3-cyclobutoxyphenyl)amino)thieno[2,3-b]pyridine-2-carboxamide